(R)-2-(6-(5-chloro-2-((tetrahydro-2H-pyran-4-yl)amino)pyrimidin-4-yl)-4-oxopyrrolo[2,1-f][1,2,4]triazin-3(4H)-yl)-N-((S)-1-(3-fluoro-5-methoxyphenyl)-2-hydroxyethyl)propionamide ClC=1C(=NC(=NC1)NC1CCOCC1)C=1C=C2C(N(C=NN2C1)[C@@H](C(=O)N[C@H](CO)C1=CC(=CC(=C1)OC)F)C)=O